ClC=1C=C(C=CC1)N1CCN(CC1)CC[C@@H]1NC(C2(C1)CCNCC2)=O (R)-3-(2-(4-(3-chlorophenyl)piperazin-1-yl)ethyl)-2,8-diazaspiro[4.5]decan-1-one